CC1(C2=C(CNC1)SC(=N2)N2C1CN(CC2CC1)C(=O)OC(C)(C)C)C tert-butyl 8-(7,7-dimethyl-4,5,6,7-tetrahydrothiazolo[5,4-c]pyridin-2-yl)-3,8-diazabicyclo[3.2.1]octane-3-carboxylate